CC=1N=C[N+](=NC1)[O-] 5-methyl-1,2,4-triazine-2-oxide